4-(2-methyl-6,7-dihydropyrazolo[1,5-a]pyrimidin-4(5H)-yl)-4-oxo-N-(5-(pyridin-3-yl)pyrazin-2-yl)butanamide CC1=NN2C(N(CCC2)C(CCC(=O)NC2=NC=C(N=C2)C=2C=NC=CC2)=O)=C1